(3-ethoxy-4-(7-oxo-6,7-dihydro-3H-[1,2,3]triazolo[4,5-d]pyrimidin-5-yl)benzoyl)-L-proline C(C)OC=1C=C(C(=O)N2[C@@H](CCC2)C(=O)O)C=CC1C=1NC(C2=C(N1)NN=N2)=O